CCCCCCCCCCCCCCCC[C@H](C)C[C@H](C)C[C@H](C)C[C@H](C)C[C@H](C)C[C@H](C)C[C@H](C)C[C@H](C)C(=O)OC[C@@H]1[C@H]([C@@H]([C@H]([C@H](O1)O[C@@H]2[C@@H]([C@H]([C@@H]([C@H](O2)COC(=O)[C@@H](C)C[C@@H](C)C[C@@H](C)C[C@@H](C)C[C@@H](C)C[C@@H](C)C[C@@H](C)C[C@@H](C)[C@@H](CCCCCCCCCCCCCCC)O)O)O)OS(=O)(=O)[O-])OC(=O)CCCCCCCCCCCCCCC)OC(=O)[C@@H](C)C[C@@H](C)C[C@@H](C)C[C@@H](C)C[C@@H](C)C[C@@H](C)C[C@@H](C)C[C@@H](C)[C@@H](CCCCCCCCCCCCCCC)O)O The molecule is the conjugate base of sulfolipid-1 arising from deprotonation of the sulfate OH group. It is an organosulfate oxoanion, a trehalose sulfate and a polyacyl alpha,alpha-trehalose derivative. It derives from an alpha,alpha-trehalose. It is a conjugate base of a sulfolipid I.